N(=C=O)[C@@H](C)C1=CC=C(C=C1)C(C)C 1-[(1S)-1-Isocyanatoethyl]-4-(propan-2-yl)benzene